(R/S)-(4-(5-(isothiazol-4-yl)benzo[d]oxazol-2-yl)pyridin-2-yl)(4-((5-methyl-2H-tetrazol-2-yl)(phenyl)methyl)piperidin-1-yl)methylketone S1N=CC(=C1)C=1C=CC2=C(N=C(O2)C2=CC(=NC=C2)[C@@H](N2CCC(CC2)C(C2=CC=CC=C2)N2N=C(N=N2)C)C(=O)[C@@H](C2=NC=CC(=C2)C=2OC3=C(N2)C=C(C=C3)C=3C=NSC3)N3CCC(CC3)C(N3N=C(N=N3)C)C3=CC=CC=C3)C1 |r|